titanium-copper titanium [Ti].[Cu].[Ti]